Phospho-homoserine P(=O)(O)(O)OCC[C@H](N)C(=O)O